NC1=NN2C(C3=CC(=NC=C3C(=C2C(=O)OC)OCC2=CC=CC=C2)C2=CC(=CC=C2)Cl)=N1 Methyl 2-amino-6-(benzyloxy)-9-(3-chlorophenyl)-[1,2,4]triazolo[5,1-a][2,6]naphthyridine-5-carboxylate